4-chloro-N-[1-[6-(1-methylpyrazol-4-yl)pyrazolo[1,5-a]pyrazin-4-yl]-3-piperidyl]but-2-enamide ClCC=CC(=O)NC1CN(CCC1)C=1C=2N(C=C(N1)C=1C=NN(C1)C)N=CC2